O.[Cl-].[Li+] Lithium Chloride hydrate